8-methoxy-3-[2-(2,2,2-trifluoroethoxy)-1,3-thiazol-5-yl]2-(trifluoro-methyl)-4H-pyrido[1,2-a]pyrimidin-4-one COC1=CC=2N(C(C(=C(N2)C(F)(F)F)C2=CN=C(S2)OCC(F)(F)F)=O)C=C1